N-(4-(4-amino-1-methyl-3-(4-((6-methylpyridin-2-yl)oxy)phenyl)-1H-pyrrolo[3,2-c]pyridin-2-yl)phenyl)acrylamide methyl-2-[3-[(E)-2-ethoxyvinyl]phenyl]propanoate COC(C(C)C1=CC(=CC=C1)\C=C\OCC)=O.NC1=NC=CC2=C1C(=C(N2C)C2=CC=C(C=C2)NC(C=C)=O)C2=CC=C(C=C2)OC2=NC(=CC=C2)C